(1H-indol-3-yl)-3,3-dimethyl-2-oxo-1-((1-phenylpiperidin-4-yl)methyl)indoline-6-carboxamide N1C=C(C2=CC=CC=C12)C1=C2C(C(N(C2=CC(=C1)C(=O)N)CC1CCN(CC1)C1=CC=CC=C1)=O)(C)C